NC1=C(C=C(C=N1)NC(C(=O)N1[C@H](CC[C@@H](C1)C)C=1C=CC2=C(N=C(S2)C2CCN(CC2)C2CC2)C1)=O)C N-(6-amino-5-methylpyridin-3-yl)-2-((2R,5S)-2-(2-(1-cyclopropylpiperidin-4-yl)benzo[d]thiazol-5-yl)-5-methylpiperidin-1-yl)-2-oxoacetamide